3-(2-(9-Chloro-1,5-dioxo-1,3,4,5-tetrahydro-2H-chromeno[2,3-c]pyridin-2-yl)phenoxy)cyclobutan ClC=1C=CC=C2C(C3=C(C(N(CC3)C3=C(OC4CCC4)C=CC=C3)=O)OC12)=O